8-chloro-1-[(5r,8r)-1-oxo-2-(propan-2-yl)-2-azaspiro[4.5]dec-8-yl]-4H-[1,2,4]triazolo[4,3-a][1]benzazepin-5(6H)-one ClC=1C=CC2=C(CC(CC=3N2C(=NN3)C3CCC2(CCN(C2=O)C(C)C)CC3)=O)C1